6-AZABENZIMIDAZOLE N1=CNC2=C1C=NC=C2